2,2-dimethyl-N-(2-phenoxyethyl)-3,4-dihydroquinoline-1(2H)-carboxamide CC1(N(C2=CC=CC=C2CC1)C(=O)NCCOC1=CC=CC=C1)C